C(C)(C)(C)N1C2=CC=CC=C2N(C=2C=CC=CC12)C(C)(C)C di-tert-butyl-5,10-dihydrophenazine